2-bromo-1-(bromomethyl)-3-nitrobenzene BrC1=C(C=CC=C1[N+](=O)[O-])CBr